N-[(2-{[N-(cyclobutylmethyl)acetylamino]methyl}-1H-indol-6-yl)methyl]-4-oxo-4H-pyrido[1,2-a]pyrimidine-2-carboxamide C1(CCC1)CCC(=O)NCC=1NC2=CC(=CC=C2C1)CNC(=O)C=1N=C2N(C(C1)=O)C=CC=C2